2-chloro-6-(trifluoromethyl)isonicotinic acid ClC=1C=C(C(=O)O)C=C(N1)C(F)(F)F